C(C)C=1C=C2C(=NC=NC2=CC1C1=CC=CC=C1)N1CCN(CC1)C(C=C)=O 1-(4-(6-ethyl-7-phenyl-quinazolin-4-yl)piperazin-1-yl)prop-2-en-1-one